2-(2'-hydroxy-3-undecyl-5'-methylphenyl)benzotriazole OC1=C(C=C(C=C1CCCCCCCCCCC)C)N1N=C2C(=N1)C=CC=C2